ethylene dilithium dicarbonate C(=O)([O-])OC(=O)[O-].[Li+].[Li+].C=C